Cl.CN1N=C(C(=C1)C(C)N)C(F)(F)F 1-[1-methyl-3-(trifluoromethyl)-1H-pyrazol-4-yl]ethan-1-amine hydrochloride